bromo-2-(2-(tert-butoxy)ethoxy)-8-((2-fluorophenyl)amino)-5,7-dimethyl-3,4-dihydro-2,7-naphthyridine-1,6(2H,7H)-dione BrC1N(C(C2=C(N(C(C(=C2C1)C)=O)C)NC1=C(C=CC=C1)F)=O)OCCOC(C)(C)C